CC(COC(CCCCC)=O)C hexanoic acid 2-methylpropyl ester